2-((6-bromo-2-methylbenzo[d]thiazol-5-yl)oxy)acetaldehyde BrC1=CC2=C(N=C(S2)C)C=C1OCC=O